Octacosa-9,12-dienoic acid C(CCCCCCCC=CCC=CCCCCCCCCCCCCCCC)(=O)O